NC(=O)C1=CC=CC2=CN(N=C12)C1=CC=C(C[NH+]2CCC(CC2)CN2C=[NH+]C=C2)C=C1 1-{4-[7-(aminocarbonyl)-2H-indazol-2-yl]benzyl}-4-(1H-imidazol-3-ium-1-ylmethyl)piperidinium